C1CCC2=CC(=CC=C12)NC1=C(C(=O)O)C=CC=N1 2-((2,3-dihydro-1H-inden-5-yl)amino)nicotinic acid